C(CCCCCCCCCCCCCCCCC)(=O)O.C(CCCCCCCCCCCCCCCCC)(=O)O.C(CCCCCCCCCCCCCCCCC)(=O)O.C(CCCCCCCCCCCCCCCCC)(=O)O.C(O)C(CC)(CO)CO.C(O)C(CC)(CO)CO di-(1,1,1-trimethylolpropane) tetrastearate